(3R)-3-[4-(4-hydroxy-1-piperidinyl)indolin-1-yl]piperidine-2,6-dione OC1CCN(CC1)C1=C2CCN(C2=CC=C1)[C@H]1C(NC(CC1)=O)=O